CC1=NC(=CC(=C1)C(CC)=O)C 1-(2,6-dimethylpyridin-4-yl)propan-1-one